2,3-bis[6-(2-hexyldecanoyloxy)hexoxy]propanoic acid C(CCCCC)C(C(=O)OCCCCCCOC(C(=O)O)COCCCCCCOC(C(CCCCCCCC)CCCCCC)=O)CCCCCCCC